N-(4-(2,4-dimethyloxazol-5-yl)-2-ethoxyphenyl)-6-methyl-8-(2-oxa-7-azaspiro[4.4]nonan-7-yl)pyrido[3,4-d]pyrimidin-2-amine CC=1OC(=C(N1)C)C1=CC(=C(C=C1)NC=1N=CC2=C(N1)C(=NC(=C2)C)N2CC1(CCOC1)CC2)OCC